CC=1C=CC2=C(C3=CC=CC=C3C(=C2C1)OC(=O)C1C(CC=CC1)C(=O)O)OC(=O)C1C(CC=CC1)C(=O)O 3-methyl-9,10-bis[2-carboxy(4-cyclohexenyl)]carbonyloxyanthracene